isopropyl (R)-2-(4-amino-3-fluorophenyl)-2-(((benzyloxy) carbonyl) amino)-4,4-dimethylpentanoate NC1=C(C=C(C=C1)[C@@](C(=O)OC(C)C)(CC(C)(C)C)NC(=O)OCC1=CC=CC=C1)F